C1=CC=CC=2C3=CC=CC=C3C(C12)=NC(CC1=C(C#N)C=CC=C1)C1CCC1 2-(2-((9H-fluoren-9-ylidene)amino)-2-cyclobutylethyl)benzonitrile